C(C)OC(\C=C\C1=CC(=C2C=CC=NC2=C1)C)=O.ClC1=NC(=CC(=N1)Cl)C1=COC=C1 2,4-dichloro-6-(furan-3-yl)pyrimidine Ethyl-(E)-3-(5-methylquinolin-7-yl)acrylate